C(C)O[C@H]1[C@@H](CN(CC1)C(=O)OC(C)(C)C)OC1=CC(=CC=C1)C(F)(F)F tert-butyl (3R,4R)-4-ethoxy-3-(3-(trifluoromethyl)phenoxy)piperidine-1-carboxylate